(E)-N-(4-(4-(4-(4-(7-(2-(2,6-dioxopiperidin-3-yl)-1-oxoisoindoline-4-yl)hept-6-yn-1-yl)piperazin-1-yl)benzoyl)-1,4-diazepan-1-yl)butyl)-3-(6-fluoropyridine-3-yl)acrylamide O=C1NC(CCC1N1C(C2=CC=CC(=C2C1)C#CCCCCCN1CCN(CC1)C1=CC=C(C(=O)N2CCN(CCC2)CCCCNC(\C=C\C=2C=NC(=CC2)F)=O)C=C1)=O)=O